BrC=1C(=C(C(=CC1)OC)N1N=C2C(=CC1=O)N(N=C2Cl)COCC[Si](C)(C)C)F 5-(3-bromo-2-fluoro-6-methoxyphenyl)-3-chloro-1-((2-(trimethylsilyl)ethoxy)methyl)-1H-pyrazolo[4,3-c]pyridazin-6(5H)-one